(R)-7-(6-(3-(dimethylamino)propoxy)pyridin-3-yl)-6-fluoro-2,10-dimethyl-9,10-dihydro-8-oxa-2,4,10a-triazanaphtho[2,1,8-cde]azulene-1(2H)-one CN(CCCOC1=CC=C(C=N1)C1=C(C=C2N=CC=3N(C(N4[C@@H](COC1=C2C34)C)=O)C)F)C